4-(methoxy(methyl)amino)but-2-enamide CON(CC=CC(=O)N)C